ethyl octahydro-1-4,7-methanoindene-3a-carboxylate C1CCC2(C3CCC(C12)C3)C(=O)OCC